C(C)OC=1C2=C(N=CN1)CNC2=O 4-ethoxy-6,7-dihydro-5H-pyrrolo[3,4-d]pyrimidin-5-one